FC=1C=C2C(=NC1)NC=C2C2=CC=1N(C=C2)N=CC1C(=O)N1CCCCC1 (5-(5-fluoro-1H-pyrrolo[2,3-b]pyridin-3-yl)pyrazolo[1,5-a]pyridin-3-yl)(piperidin-1-yl)methanone